C1(CC1)C1=C(C(=NO1)C1=C(C=CC=C1)OC(F)(F)F)CCC12CCC(CC1)(CC2)C=2SC1=C(N2)C=CC=C1 2-(4-(2-(5-Cyclopropyl-3-(2-(trifluoromethoxy)phenyl)isoxazol-4-yl)ethyl)bicyclo[2.2.2]octan-1-yl)benzo[d]thiazol